BrC1=NN2C(CN(CC2(C)C)C(=O)OC(C)(C)C)=C1I tert-butyl 2-bromo-3-iodo-7,7-dimethyl-6,7-dihydropyrazolo[1,5-a]pyrazine-5(4H)-carboxylate